N1(CCCCC1)CC1=CC=C(C=C1)N1C=NC2=C1C=CC=C2C(=O)N (4-(piperidin-1-ylmethyl)phenyl)-1H-benzimidazole-4-carboxamide